FC([C@H]1[C@@H](C1)N1N=NC(=C1)C(=O)NCC=1SC(=NN1)C1=CC=CC=C1)F |r| Racemic-trans-1-(2-(difluoromethyl)cyclopropyl)-N-[(5-phenyl-1,3,4-thiadiazol-2-yl)methyl]-1H-1,2,3-triazole-4-carboxamide